4-methyl-2-(trifluoromethyl)pyrimidin-5-amine CC1=NC(=NC=C1N)C(F)(F)F